2-(1-(5-fluoro-4-methoxypyridin-2-yl)ethyl)-7-((2-(methylamino)-1H-imidazol-1-yl)methyl)-3,4-dihydroisoquinolin-1(2H)-one FC=1C(=CC(=NC1)C(C)N1C(C2=CC(=CC=C2CC1)CN1C(=NC=C1)NC)=O)OC